N-(bis(4-(tributylsilyl)phenyl)phosphaneyl)-N-butyl-1-phenyl-1-(2-(trifluoromethoxy)phenyl)phosphanamine C(CCC)[Si](C1=CC=C(C=C1)P(N(P(C1=C(C=CC=C1)OC(F)(F)F)C1=CC=CC=C1)CCCC)C1=CC=C(C=C1)[Si](CCCC)(CCCC)CCCC)(CCCC)CCCC